C1=CC=C2C(=C1)C=CC(=C2O)O naphthalenediol